C12C(C3CC(CC(C1)C3)C2)N2CCN(CC2)CCC2=NN(C(=C2C)C2=CC=C(C=C2)Cl)C2=C(C=C(C=C2)Cl)Cl 1-((1r,3r,5r,7r)-adamantan-2-yl)-4-(2-(5-(4-chlorophenyl)-1-(2,4-dichlorophenyl)-4-methyl-1H-pyrazol-3-yl)ethyl)piperazine